BrC1=CC=C2C(N(C(=NC2=C1)C)C1=CC=CC=C1)=O 7-bromo-2-methyl-3-phenylquinazolin-4(3H)-one